C(#N)[C@H]1N(CSC1)C(CNC(=O)C1=CC=NC2=CC=C(C=C12)N1CC([C@@H](C1)O)(F)F)=O |&1:25| N-(2-((R)-4-Cyanothiazolidin-3-yl)-2-oxoethyl)-6-((RS)-3,3-difluoro-4-hydroxy-pyrrolidin-1-yl)quinoline-4-carboxamide